4-phenylbenzo[h]quinazoline C1(=CC=CC=C1)C1=NC=NC2=C3C(=CC=C12)C=CC=C3